4-[1-[3-[4-cyano-2-[(5-methyltetrazol-2-yl)methyl]phenyl]propanoyl]piperidin-4-yl]sulfonyl-3-fluorobenzenesulfonamide C(#N)C1=CC(=C(C=C1)CCC(=O)N1CCC(CC1)S(=O)(=O)C1=C(C=C(C=C1)S(=O)(=O)N)F)CN1N=C(N=N1)C